tert-Butyl 5-(3,3-dimethoxypropyl)-2,4-dioxo-piperidine-1-carboxylate COC(CCC1C(CC(N(C1)C(=O)OC(C)(C)C)=O)=O)OC